C[C@H]([C@@H](C(=O)[O-])NC(=O)CC[C@@H](C(=O)[O-])[NH3+])O The molecule is a peptide anion obtained by deprotonation of both carboxy groups and protonation of the glutamyl amino group of gamma-Glu-Thr. Major species at pH 7.3. It has a role as a human metabolite. It is a conjugate base of a gamma-Glu-Thr.